(4-fluoro-5,8-dihydropyrido[3,4-d]pyrimidin-7(6H)-yl)(6-methyl-4-((1-methylcyclopropyl)amino)furo[2,3-d]pyrimidin-5-yl)methanone FC=1C2=C(N=CN1)CN(CC2)C(=O)C2=C(OC=1N=CN=C(C12)NC1(CC1)C)C